(R)-2-(3-(3,3-difluoro-1-(fluoro(4-methyl-4H-1,2,4-triazol-3-yl)methyl)cyclobutyl)phenyl)-6-((3-hydroxy-3-methylazetidin-1-yl)methyl)-4-(trifluoromethyl)isoindolin-1-one FC1(CC(C1)([C@H](C1=NN=CN1C)F)C=1C=C(C=CC1)N1C(C2=CC(=CC(=C2C1)C(F)(F)F)CN1CC(C1)(C)O)=O)F